BrC1=CC(=C(C=C1)OC)OC 1-bromo-3,4-dimethoxybenzene